2-((phenyl)(4-tert-butylphenyl)methyl)benzofuran hafnium-yttrium [Y].[Hf].C1(=CC=CC=C1)C(C=1OC2=C(C1)C=CC=C2)C2=CC=C(C=C2)C(C)(C)C